2-[4-(dimethylamino)phenylazo]benzoic acid sodium salt [Na+].CN(C1=CC=C(C=C1)N=NC1=C(C(=O)[O-])C=CC=C1)C